ClC1=CC=C(N=N1)N1C[C@@H](CC1)OC1=NN=C(S1)NC([C@H](C1=CC=CC=C1)OC)=O (2S)-N-(5-{[(3R)-1-(6-chloropyridazin-3-yl)pyrrolidin-3-yl]oxy}-1,3,4-thiadiazol-2-yl)-2-methoxy-2-phenylacetamide